N-(6-(5-(benzyl(methyl)amino)-3-hydroxy-4,5,6,7-tetrahydro-2H-indazol-2-yl)pyridin-2-yl)acetamide C(C1=CC=CC=C1)N(C1CC2=C(N(N=C2CC1)C1=CC=CC(=N1)NC(C)=O)O)C